1-(2-hydroxyethyl)-1,4-dihydroquinoxaline-2,3-dione OCCN1C(C(NC2=CC=CC=C12)=O)=O